ClC1=C(C=C(C=C1)F)C1=CC=C(N=N1)NC1C[C@@H]2[C@@H](CN(C2)CC2CC(OCC2)(C)C)C1 (3aR,5s,6aS)-N-[6-(2-chloro-5-fluoro-phenyl)pyridazin-3-yl]-2-[(2,2-dimethyltetrahydropyran-4-yl)methyl]-3,3a,4,5,6,6a-hexahydro-1H-cyclopenta[c]pyrrol-5-amine